1-methyl-4-[(E)-2-(4,4,5,5-tetramethyl-1,3,2-dioxaborolan-2-yl)vinyl]pyrazole CN1N=CC(=C1)\C=C\B1OC(C(O1)(C)C)(C)C